ClC=1C=C(C=CC1Cl)C=1C(=NC=NC1C=1C=NN(C1)CC1=CC=C(C=C1)C(F)(F)F)N 5-(3,4-Dichlorophenyl)-6-(1-{[p-(trifluoromethyl)phenyl]methyl}-1H-pyrazol-4-yl)-4-pyrimidinylamine